S(=O)(=O)(C1=CC=C(C)C=C1)N[C@@H](CC1=CC=CC=C1)C(=O)O N-tosyL-phenylalanine